BrC=1C(=NC(=CC1)Cl)CO (3-bromo-6-chloro-2-pyridyl)methanol